NC1=CC(=C(OC=2N=C(SC2C(C)=O)C)C=C1C)C 1-[4-(4-Amino-2,5-dimethyl-phenoxy)-2-methyl-thiazol-5-yl]ethanone